N[C@H]1[C@@H](CN(CC1)C1=C(C=NC2=CC=C(C=C12)C=1C(=C(C#N)C=C(C1F)F)O)C1=CC(=CC(=C1)F)F)OC 3-{4-[trans-4-Amino-3-methoxypiperidin-1-yl]-3-(3,5-difluorophenyl)chinolin-6-yl}-4,5-difluoro-2-hydroxybenzonitril